BrC1=C(SC2=C1NC(NC2=O)=O)C 7-bromo-6-methyl-1H-thieno[3,2-d]pyrimidine-2,4-dione